4-chloro-7-(oxetan-3-yl)-5,6,7,8-tetrahydro-1,7-naphthyridine-2-carboxylic acid ethyl ester C(C)OC(=O)C1=NC=2CN(CCC2C(=C1)Cl)C1COC1